4-tert-Amylcyclohexanone C(C)(C)(CC)C1CCC(CC1)=O